CN(C)C1=C(C(=O)OCC)C=CC(=C1)C(=O)[O-] ethyl N,N-dimethyl-amino-terephthalate